COC=1C=C(C=CC1OC)C=1NC2=CC=C(C=C2C1CC(F)(F)F)C1CCN(CC1)C(CCN(C)C)=O 1-(4-(2-(3,4-dimethoxyphenyl)-3-(2,2,2-trifluoroethyl)-1H-indol-5-yl)piperidin-1-yl)-3-(dimethylamino)propan-1-one